4-(2-isopropoxy-6-methylphenyl)thiazol-2-amine C(C)(C)OC1=C(C(=CC=C1)C)C=1N=C(SC1)N